N-(4-chloro-3-fluorobenzyl)-1-(((2S)-4-((3-cyano-1-azetidinyl)sulfonyl)-2-piperazinyl)carbonyl)-D-prolinamide ClC1=C(C=C(CNC([C@@H]2N(CCC2)C(=O)[C@H]2NCCN(C2)S(=O)(=O)N2CC(C2)C#N)=O)C=C1)F